ClC=1C2=C(N=C(N1)N)CN(CC2)C2=CC=CC=C2 4-Chloro-7-phenyl-5,6,7,8-tetrahydropyrido[3,4-d]pyrimidin-2-amine